NC=1C(=NC(=CC1)Cl)C=1C=CC(=C(C1)CO)Br [5-(3-amino-6-chloro-2-pyridyl)-2-bromo-phenyl]methanol